O=C1NC(CCC1N1C=C2C=CC(=CC2=C1)N1[C@@H](CC1)COC1=CC=C(C=C1)C(C)(C)C1=CC=C(C=C1)OC=1C=NC(=NC1)C1=NOC(=N1)C)=O 2-(2,6-dioxopiperidin-3-yl)-5-((S)-2-((4-(2-(4-((2-(5-methyl-1,2,4-oxadiazol-3-yl)pyrimidin-5-yl)oxy)phenyl)propan-2-yl)phenoxy)methyl)azetidin-1-yl)isoindole